(3S)-1-[5-tert-butyl-3-[(1-methyltetrazol-5-yl)methyl]triazolo[4,5-d]pyrimidin-7-yl]pyrrolidin-3-ol C(C)(C)(C)C=1N=C(C2=C(N1)N(N=N2)CC2=NN=NN2C)N2C[C@H](CC2)O